phenyl (trifluoroethyl) telluride FC(C[Te]C1=CC=CC=C1)(F)F